C(#N)C1=CN=C2N1N=C(C=C2NC2=CC=C(C(=N2)OCC(F)F)C(=O)NCC2OCCC2)N[C@H]2[C@@H](CCCC2)O 6-[(3-Cyano-6-{[(1R,2R)-2-hydroxycyclohexyl]amino}imidazo[1,2-b]pyridazin-8-yl)amino]-2-(2,2-difluoroethoxy)-N-[(oxolan-2-yl)methyl]pyridine-3-carboxamide